3,3-difluorocyclobutanecarbonyl chloride FC1(CC(C1)C(=O)Cl)F